N-[(3R,4S)-3-(2-METHOXYETHOXY)CHROMAN-4-YL]-6-(TRIFLUOROMETHYL)-7H-PYRROLO[2,3-D]PYRIMIDIN-4-AMINE COCCO[C@H]1COC2=CC=CC=C2[C@@H]1NC=1C2=C(N=CN1)NC(=C2)C(F)(F)F